C(C)OCCN1N=C(C(=C1)NC=1OC(=CN1)C=1C=CC(=NC1)N1C(NCC1)=O)C 1-(5-{2-[1-(2-Ethoxy-ethyl)-3-methyl-1H-pyrazol-4-ylamino]-oxazol-5-yl}-pyridin-2-yl)-imidazolidin-2-one